Cl.O1NOC2=C1C=CC(=C2)C2=NC(=NO2)C2=CC=C(C1=CC=CC=C21)CN2CC(C2)C(=O)O 1-((4-(5-(benzo[d][1,3]dioxazol-5-yl)-1,2,4-oxadiazol-3-yl)naphthalen-1-yl)methyl)azetidine-3-carboxylic acid hydrochloride